F[C@@H]1C(NCC[C@@H]1N1CCC2=C1N=NC(=C2)C2=CC1=C(N=C(S1)C)C=C2O)(C)C 6-{7-[(3s,4s)-3-fluoro-2,2-dimethylpiperidin-4-yl]-6,7-dihydro-5H-pyrrolo[2,3-c]pyridazin-3-yl}-2-methyl-1,3-benzothiazol-5-ol